3-chloro-4-(3-cyano-3-((dimethylamino)methyl)pyrrolidin-1-yl)-2,6-difluoro-N-(6-fluoropyridin-2-yl)benzenesulfonamide ClC=1C(=C(C(=CC1N1CC(CC1)(CN(C)C)C#N)F)S(=O)(=O)NC1=NC(=CC=C1)F)F